BrCC1=NC2=CC=CC=C2N=C1 2-(bromomethyl)quinoxaline